(2S)-2-[(3R)-1-tert-Butoxycarbonylpyrrolidin-3-yl]-3-(3-tetrahydropyran-4-ylphenyl)propanoic acid C(C)(C)(C)OC(=O)N1C[C@H](CC1)[C@@H](C(=O)O)CC1=CC(=CC=C1)C1CCOCC1